7-(methylamino)-2-azaspiro[3.5]nonane-2-carboxylate CNC1CCC2(CN(C2)C(=O)[O-])CC1